N-[2-[2-(4-methoxyphenyl)-2-oxoethoxy]-1,1-dimethylethyl]carbamic acid tert-butyl ester C(C)(C)(C)OC(NC(COCC(=O)C1=CC=C(C=C1)OC)(C)C)=O